C1(=CC=CC=C1)C1(C(=CC=C2NSN=C21)F)C2=CC=CC=C2 4,4-diphenyl-5-fluoro-[2,1,3]Benzothiadiazole